N-[5-tert-butyl-2-(4-methoxyphenyl)pyrazol-3-yl]amine C(C)(C)(C)C=1C=C(N(N1)C1=CC=C(C=C1)OC)N